di-tert-butyl 3-(4-(((tert-butyldiphenylsilyl)oxy)methyl)-2-(ethoxycarbonyl)pent-4-enoyl)-6,7-dihydro-2H-pyrazolo[4,3-c]pyridine-2,5(4H)-dicarboxylate [Si](C1=CC=CC=C1)(C1=CC=CC=C1)(C(C)(C)C)OCC(CC(C(=O)C=1N(N=C2C1CN(CC2)C(=O)OC(C)(C)C)C(=O)OC(C)(C)C)C(=O)OCC)=C